OC1(C(COCC1)=O)CNC1=NN=C(C2=CC=CC=C12)C1=CC=C(C=C1)C(F)(F)F 4-hydroxy-4-(((4-(4-(trifluoromethyl)phenyl)phthalazin-1-yl)amino)methyl)dihydro-2H-pyran-3(4H)-one